(S)-2-(((S)-1-(3,4-dimethoxyphenyl)ethyl)amino)-5,5-dimethylhexanoic acid COC=1C=C(C=CC1OC)[C@H](C)N[C@H](C(=O)O)CCC(C)(C)C